(2S)-2-benzenesulfonamido-3-(3-cyanophenyl)propenamide C1(=CC=CC=C1)S(=O)(=O)NC(C(=O)N)=CC1=CC(=CC=C1)C#N